ClC=1C=CC(=C(C1)C1=NC=NC(=C1)OC)C=1N=NN(C1)C 4-[5-chloro-2-(1-methyl-1H-1,2,3-triazol-4-yl)phenyl]-6-methoxypyrimidine